3-fluoro-5-((2-methyl-1,1-dioxido-3-oxo-4-(trifluoromethyl)-2,3-dihydrobenzo[d]isothiazol-5-yl)oxy)benzonitrile FC=1C=C(C#N)C=C(C1)OC=1C=CC2=C(C(N(S2(=O)=O)C)=O)C1C(F)(F)F